8-[(3-fluorophenyl)sulfonyl]-3,8-diazabicyclo[3.2.1]octane FC=1C=C(C=CC1)S(=O)(=O)N1C2CNCC1CC2